CC(C(C)=O)C=C=C(CCC=C(C)C)C 3,6,10-trimethylundec-4,5,9-trien-2-one